(4-(2-(aminomethyl)-morpholine-4-carbonyl)piperidin-1-yl)(4-((3-(4-(di-fluoro-methoxy)phenyl)imidazo[1,2-a]pyrazin-8-yl)amino)-2-methylphenyl)methanone hydrochloride Cl.NCC1CN(CCO1)C(=O)C1CCN(CC1)C(=O)C1=C(C=C(C=C1)NC=1C=2N(C=CN1)C(=CN2)C2=CC=C(C=C2)OC(F)F)C